6-hydrazino-9-(naphthalen-1-yl)-8-(naphthalen-1-yl)-9H-purine N(N)C1=C2N=C(N(C2=NC=N1)C1=CC=CC2=CC=CC=C12)C1=CC=CC2=CC=CC=C12